tert-butyl N-tert-butoxycarbonyl-N-(4-vinylisoxazol-3-yl)carbamate C(C)(C)(C)OC(=O)N(C(OC(C)(C)C)=O)C1=NOC=C1C=C